8-(4-(4-(2-(2-(2,6-dioxopiperidin-3-yl)-1-oxoisoindoline-5-yl)ethyl)piperazin-1-yl)piperidin-1-yl)-9-ethyl-6,6-dimethyl-11-oxo-6,11-dihydro-5H-benzo[b]carbazole O=C1NC(CCC1N1C(C2=CC=C(C=C2C1)CCN1CCN(CC1)C1CCN(CC1)C=1C(=CC2=C(C(C=3NC4=CC=CC=C4C3C2=O)(C)C)C1)CC)=O)=O